1-(methylsulfonyl)piperidine-4-methanol CS(=O)(=O)N1CCC(CC1)CO